C(COCCOCC(=O)O)(=O)O 3,6-dioxaoctanedioic acid